NC1=C(C=CC=C1)C1=CC=C(C=C1)C(F)(F)F 2-amino-4'-trifluoromethyl-biphenyl